C(C(=C)C)(=O)OC(CC(C)C)(C)OC1=CC(=CC=C1)C(C)(C)CC 3-t-pentylphenoxy-1,3-dimethylbutyl methacrylate